(5R)-3-Bromo-5-[6-methyl-5-[3-(trifluoromethyl)phenoxy]-3-pyridyl]-4,5-dihydroisoxazole BrC1=NO[C@H](C1)C=1C=NC(=C(C1)OC1=CC(=CC=C1)C(F)(F)F)C